2-(2-isopropyl-6-(2-(2-methyl-2-(3-sulfamoyl-1H-pyrazol-1-yl)propoxy)pyridin-4-yl)phenyl)acetic acid C(C)(C)C1=C(C(=CC=C1)C1=CC(=NC=C1)OCC(C)(N1N=C(C=C1)S(N)(=O)=O)C)CC(=O)O